CC1=CC=C(C=C1)C Para-dimethyl-Benzene